5-methyl-heptene CC(CCC=C)CC